C1(=CC=CC=C1)N1C(=NC2=C1C=CC=C2C=2C=C(C=C(C2)C2=NC=CC(=C2)C2=CC=CC=C2)C2=CC=CC=C2)C2=CC=CC=1C3=CC=CC=C3NC21 1-(1-phenyl-4-(5-(4-phenylpyridin-2-yl)-[1,1'-biphenyl]-3-yl)-1H-benzo[d]imidazol-2-yl)-9H-carbazole